NC1=C(C=C(C=C1O)C(C(F)(F)F)(C(F)(F)F)C1=CC(=C(C(=C1)O)N)C(=O)O)C(=O)O 2,2-bis(4-amino-3-carboxy-5-Hydroxyphenyl)hexafluoropropane